1-(5-bromopyrimidin-2-yl)-3-hydroxy-3-methylcyclobutane-1-carbonitrile BrC=1C=NC(=NC1)C1(CC(C1)(C)O)C#N